C(C)(C)(C)OC(=O)NC1C[C@H]2CC[C@@H](C1)N2C(=O)OCC2=CC=CC=C2 benzyl (1R,3S,5S)-3-((tert-butoxycarbonyl) amino)-8-azabicyclo[3.2.1]octane-8-carboxylate